di-n-hexylbenzhydryl-ammonium hydroxide [OH-].C(CCCCC)[NH+](C(C1=CC=CC=C1)C1=CC=CC=C1)CCCCCC